(S)-4-(((R)-2-methoxypropyl)(4-(5,6,7,8-tetrahydro-1,8-naphthyridin-2-yl)butyl)amino)-2-((7-methylquinazolin-4-yl)amino)butanoic acid CO[C@@H](CN(CC[C@@H](C(=O)O)NC1=NC=NC2=CC(=CC=C12)C)CCCCC1=NC=2NCCCC2C=C1)C